N-vinyl-3,3-dimethyl-pyrrolidone C(=C)N1C(C(CC1)(C)C)=O